N[C@](COC=1C=CC(=NC1C(F)F)C1=CC(=NC=C1)NC(OC)=O)(CC(=C)C)C methyl (S)-(5-((2-amino-2,4-dimethylpent-4-en-1-yl)oxy)-6-(difluoromethyl)-[2,4'-bipyridin]-2'-yl)carbamate